[2-(4-n-hexylphenyl)quinoline] iridium [Ir].C(CCCCC)C1=CC=C(C=C1)C1=NC2=CC=CC=C2C=C1